FC1=C(C=CC(=C1)[N+](=O)[O-])CC#N 2-(2-fluoro-4-nitrophenyl)acetonitrile